2-amino-3-cyano-4-(2-methyl-4-thiazolyl)-6-methyl-4H-pyran-5-carboxylic acid methyl ester COC(=O)C=1C(C(=C(OC1C)N)C#N)C=1N=C(SC1)C